S1CC=CC=CC=C1 thiocin